C[N+](C)(CCCCCCCCCCCC)C(C(=O)[O-])CC N,N-dimethyldodecylammoniobutyrate